((5-isobutyl-3-(4-((2-isopropyl-1H-imidazol-1-yl) methyl) phenyl)-4-methylthiophene-2-yl) sulfonyl) carbamate C(N)(OS(=O)(=O)C=1SC(=C(C1C1=CC=C(C=C1)CN1C(=NC=C1)C(C)C)C)CC(C)C)=O